4-[[5-(2,4-difluoro-3-hydroxy-phenyl)-1,3,4-thiadiazol-2-yl]methyl]-6-ethyl-4,6-diazaspiro[2.4]heptane-5,7-dione FC1=C(C=CC(=C1O)F)C1=NN=C(S1)CN1C2(CC2)C(N(C1=O)CC)=O